C1(CC1)N1C(C(C=2C1=CC=1C(=NN=C(C1C2)C)N[C@H](C)C2=CC(=CC=C2)C(CO)(F)F)(C)OC)=O 1-cyclopropyl-3-methoxy-3,5-dimethyl-8-[[(1R)-1-[3-(1,1-difluoro-2-hydroxy-ethyl)phenyl]ethyl]amino]pyrrolo[2,3-g]phthalazin-2-one